D-Cystine diethylester C(C)OC([C@@H](CSSC[C@H](C(=O)OCC)N)N)=O